tris[N-(3-methylphenyl)-N-phenyl-amino]-triphenylamine CC=1C=C(C=CC1)N(C1=CC=CC=C1)C1=C(C(=C(C=C1)N(C1=CC=CC=C1)C1=CC=CC=C1)N(C1=CC(=CC=C1)C)C1=CC=CC=C1)N(C1=CC(=CC=C1)C)C1=CC=CC=C1